2-[(4,4-difluoropyrrolidin-3-yl)oxymethyl]-4-methyl-morpholine FC1(C(CNC1)OCC1CN(CCO1)C)F